1-[2,4-dichloro-5-(trifluoromethyl)phenyl]-3-[(1S)-1-[2-[5-(morpholine-4-carbonyl)-2-pyridyl]-1,2,4-triazol-3-yl]ethyl]urea ClC1=C(C=C(C(=C1)Cl)C(F)(F)F)NC(=O)N[C@@H](C)C=1N(N=CN1)C1=NC=C(C=C1)C(=O)N1CCOCC1